C(C1=CC=CC=C1)OC1CCN(CC1)CCCCOC(C1=CC=C(C=C1)F)=O 4-[4-(Benzyloxy)piperidino]butyl-4-fluorobenzoate